3,5-Diamino-6-chloro-N-[N-(2-cyclopentylethyl)carbamimidoyl]pyrazine-2-carboxamide NC=1C(=NC(=C(N1)N)Cl)C(=O)NC(NCCC1CCCC1)=N